C(CC(C)C)ON=O.C(C)OC(=O)C1C[C@H](N([C@@H](C1)C)C1=NC=C(C=C1I)F)C.C(C)(C)(C)N\C=C/1\C(OC2=CC=CC=C2C1=O)C=1C(=C(C=CC1)C1=CC=CC=C1)O (Z)-3-((tert-butylamino)methylene)-2-(2-hydroxy-[1,1'-biphenyl]-3-yl)chroman-4-one ethyl-(2R,6R)-1-(5-fluoro-3-iodopyridin-2-yl)-2,6-dimethylpiperidine-4-carboxylate Isoamyl-nitrite